CC1=C(C=C(C=C1)C1=NNC=C1)CNC(OC)=O methyl N-[[2-methyl-5-(1H-pyrazol-3-yl)phenyl]methyl]carbamate